FC=1C(=C(OC2=C(C=C(C(=C2)C(F)(F)F)F)C=2NC3=CC=[N+](C=C3C(C2OC)=O)[O-])C=CC1F)OC 2-[2-(3,4-difluoro-2-methoxy-phenoxy)-5-fluoro-4-(trifluoromethyl)phenyl]-3-methoxy-6-oxido-1H-1,6-naphthyridin-6-ium-4-one